FC(C1=NN=C(O1)C=1C=CC(=NC1)CN1C(N(C2=C1C=C(C(=C2)N2CCN(CC2)C2COC2)F)C)=O)F 1-((5-(5-(difluoromethyl)-1,3,4-oxadiazole-2-yl)pyridine-2-yl)methyl)-6-fluoro-3-methyl-5-(4-(oxetan-3-yl)piperazine-1-yl)-1,3-dihydro-2H-benzo[d]imidazole-2-one